3-((4-Hydroxy-1-((R)-3-phenylbutanoyl)piperidin-4-yl)methyl)-6-(((S)-1-phenyl-3-(pyrrolidin-1-yl)propan-2-yl)amino)pyrimidin-4(3H)-one OC1(CCN(CC1)C(C[C@@H](C)C1=CC=CC=C1)=O)CN1C=NC(=CC1=O)N[C@@H](CC1=CC=CC=C1)CN1CCCC1